1-(9-fluorenylmethoxycarbonyl)-4-(2-trifluoromethylbenzyl)piperazine C1=CC=CC=2C3=CC=CC=C3C(C12)COC(=O)N1CCN(CC1)CC1=C(C=CC=C1)C(F)(F)F